N1=C(C=CC=C1)[O-] pyridin-2-olate